acrylic acid isocyanatobutyl ester N(=C=O)CCCCOC(C=C)=O